2,4-diamino-1-(β-hydroxyethyloxy)benzene tert-butyl-6-formyl-2-azaspiro[3.3]heptane-2-carboxylate C(C)(C)(C)OC(=O)N1CC2(C1)CC(C2)C=O.NC2=C(C=CC(=C2)N)OCCO